1H-furo[2,3-g]Indole N1C=CC2=CC=C3C(=C12)C=CO3